2-((5-chloro-2-((4-(4-methyl-piperazin-1-yl)-2-(trifluorometh-oxy)phenyl)amino)pyrimidin-4-yl)amino)thiophene-3-carboxamide ClC=1C(=NC(=NC1)NC1=C(C=C(C=C1)N1CCN(CC1)C)OC(F)(F)F)NC=1SC=CC1C(=O)N